CC1=C(C=CC=C1C1=CC=CC=C1)CN[C@H](C)C1=CC=CC=C1 2-methyl-3-phenyl-N-[(1R)-1-phenylethyl]-benzenemethanamine